phosphosulphate C1=NC(=C2C(=N1)N(C=N2)[C@H]3[C@@H]([C@@H]([C@H](O3)COP(=O)(O)OS(=O)(=O)O)O)O)N